(1S,2r)-2-((S)-5-bromo-8-((1-methyl-1H-1,2,4-triazol-5-yl)methoxy)-1-((1-oxoisoindolin-2-yl)methyl)-1,2,3,4-tetrahydroisoquinoline-2-carbonyl)cyclohexane-1-carboxylic acid BrC1=C2CCN([C@@H](C2=C(C=C1)OCC1=NC=NN1C)CN1C(C2=CC=CC=C2C1)=O)C(=O)[C@H]1[C@H](CCCC1)C(=O)O